NC=1N=C(C2=C(N1)C=C(C=N2)C2=CC(N(C=C2CN2CCCCC2)C)=O)N[C@@](CO)(CCCC)C (R)-4-(2-amino-4-((1-hydroxy-2-methylhexan-2-yl)amino)pyrido[3,2-d]pyrimidin-7-yl)-1-Methyl-5-(piperidin-1-ylmethyl)pyridin-2(1H)-one